CC(C)(C)[O-].[Ti+4].CC(C)(C)[O-].CC(C)(C)[O-].CC(C)(C)[O-] titanium (IV) t-butoxide